FC1(CN(CCC1)CC[C@@H](CC(=O)O)NC(=O)C1=NN(C(=C1)C1=C(C=CC=C1)C(F)(F)F)CC(C)(C)C)F (3S)-5-(3,3-difluoropiperidin-1-yl)-3-{[1-(2,2-dimethylpropyl)-5-[2-(trifluoromethyl)phenyl]-1H-pyrazol-3-yl]formamido}pentanoic acid